C(C)(C)(C)OC(=O)N(C1=CC=C(C=C1)[C@@H]1N(CCC[C@@H]1C(=O)O)C(C1=C(C=CC=C1C)F)=O)C1CCCC1 (2R,3S)-2-(4-((tert-butoxycarbonyl)(cyclopentyl)amino)phenyl)-1-(2-fluoro-6-methylbenzoyl)piperidine-3-carboxylic acid